oxa-3,20-diazadispiro[5.1.11.2]-heneicosane-20-propionic acid O1CNCCC12CC1(CCCCCCCCCCC1)N(C2)CCC(=O)O